IC#CCCCC iodo-hexyne